7-bromobenzo[C][1,2,5]thiadiazole-2-formaldehyde BrC1=CC=CC=2C1=NS(N2)C=O